N1=CCCC2=CC=CC=C12 3,4-Dihydroquinoline